((2R)-1-[4-[(R)-amino(5-chloro-2-hydroxy-4-methylphenyl)methyl]piperidin-1-yl]-2,3-dihydroxypropan-1-one) hemi-glutarate hemi-hydrate O.C(CCCC(=O)O)(=O)O.N[C@H](C1CCN(CC1)C([C@@H](CO)O)=O)C1=C(C=C(C(=C1)Cl)C)O.N[C@@H](C1=C(C=C(C(=C1)Cl)C)O)C1CCN(CC1)C([C@@H](CO)O)=O